COC1=CC=C(C=C1)C(=O)C1=CC=C(C=C1)Cl (4-methoxyphenyl)(p-chlorophenyl)methanone